NC1=C(C=2C(=NC(=C3C2OC=C3)C)N1C1=C(C(=CC=C1C)OC)Cl)C#N 7-amino-6-(2-chloro-3-methoxy-6-methylphenyl)-4-methylfuro[2,3-d]pyrrolo[2,3-b]pyridine-8-carbonitrile